FC1(C[C@H](CN(C1)C(=O)OC=1C=NC(=CC1)OC(F)(F)F)N1C(CC(CC1)C)=O)F 6-(trifluoromethoxy)pyridin-3-yl (3'R)-5',5'-difluoro-4-methyl-2-oxo[1,3'-bipiperidine]-1'-carboxylate